FC1(C[C@H](CCC1)NC1CCN(CC1)C1=NC2=C(C=C(C=C2C(=C1C1=NN(C=C1)C)C)CC)F)F (S)-N-(3,3-difluorocyclohexyl)-1-(6-ethyl-8-fluoro-4-methyl-3-(1-methyl-1H-pyrazol-3-yl)quinolin-2-yl)piperidin-4-amine